F[C@H]1CN(CC[C@H]1NC1=CC=CC=2N1N=C(C2C(=C)F)C#CCNC2=C(C=C(C=C2)S(=O)(=O)C)OC)C N-((3S,4R)-3-fluoro-1-methylpiperidin-4-yl)-3-(1-fluorovinyl)-2-(3-((2-methoxy-4-(methylsulfonyl)phenyl)amino)prop-1-yn-1-yl)pyrazolo[1,5-a]pyridin-7-amine